[3-(2H-benzotriazol-2-yl)-4-hydroxy-5-tert-butylphenyl]-propionic acid N=1N(N=C2C1C=CC=C2)C=2C=C(C=C(C2O)C(C)(C)C)C(C(=O)O)C